(1-((5-methyl-1H-1,2,4-triazol-3-yl)sulfonyl)pyrrolidin-3-yl)methanone CC1=NC(=NN1)S(=O)(=O)N1CC(CC1)C=O